[Si](C)(C)(C(C)(C)C)OCC(CO[Si](C)(C)C(C)(C)C)O 1,3-bis[[tert-butyl(dimethyl)silyl]oxy]propan-2-ol